O1CCC(CC1)OC(NC=1N=CC2=C(C(=C(C=C2C1)C=1C=NC=2CCCNC2C1C)F)N)=O Tetrahydro-2H-pyran-4-yl(8-amino-7-fluoro-6-(4-methyl-5,6,7,8-tetrahydro-1,5-naphthyridin-3-yl)isoquinolin-3-yl)carbamate